2-nonylundecyl 3-ethyl-12-hexyl-6-isopropyl-10-oxo-9,11-dioxa-3,6-diazahexadecane-16-carboxylate C(C)N(CC)CCN(CCOC(OC(CCCCC(=O)OCC(CCCCCCCCC)CCCCCCCCC)CCCCCC)=O)C(C)C